6-chloro-8-(3,3-difluoropiperidin-1-yl)imidazo[1,2-b]pyridazine ClC=1C=C(C=2N(N1)C=CN2)N2CC(CCC2)(F)F